(2R)-2-[[(2R)-2-(tert-Butoxycarbonylamino)-3-phenyl-propionyl]amino]-3-phenyl-propionic acid methyl ester COC([C@@H](CC1=CC=CC=C1)NC([C@@H](CC1=CC=CC=C1)NC(=O)OC(C)(C)C)=O)=O